C(C1=CC=CC=C1)C1(CN(CC1)S(=O)(=O)C)C=1C=C2C=NN(C2=CC1)C1=CC=C(C=C1)F 5-(3-benzyl-1-(methylsulfonyl)pyrrolidin-3-yl)-1-(4-fluorophenyl)-1H-indazole